C(C)(C)(C)OC(=O)NC[C@@]1(OC2=C(C1)C=C(C=C2)Cl)C2=CC=CC=C2 (2S,4S)-2-(((tert-butoxycarbonyl)amino)methyl)-5-chloro-2-phenyl-2,3-dihydrobenzofuran